rac-2'-chloro-5'-methoxy-6-methyl-N-(5-(tetrahydro-2H-pyran-2-yl)-1,3,4-thiadiazol-2-yl)-(4,4'-bipyridine)-3-carboxamide ClC1=NC=C(C(=C1)C1=C(C=NC(=C1)C)C(=O)NC=1SC(=NN1)[C@@H]1OCCCC1)OC |r|